tert-Butyl (R,Z)-4-(10-((6-oxo-4-phenylpyrimidin-1(6H)-yl)methylene)-7-azaspiro[4.5]decane-7-carbonyl)-3-phenylpiperazine-1-carboxylate O=C1C=C(N=CN1\C=C/1\CCN(CC12CCCC2)C(=O)N2[C@@H](CN(CC2)C(=O)OC(C)(C)C)C2=CC=CC=C2)C2=CC=CC=C2